1-(4-(4-bromobutoxy)-2-hydroxy-3-methyl-phenyl)-3,3-dimethylbutan-1-one BrCCCCOC1=C(C(=C(C=C1)C(CC(C)(C)C)=O)O)C